tert-butyl [2-{(E)-2-[5-(hydrazinecarbonyl)-2-(trifluoromethyl)phenyl]ethenyl}-1,3-dioxan-5-yl]carbamate N(N)C(=O)C=1C=CC(=C(C1)/C=C/C1OCC(CO1)NC(OC(C)(C)C)=O)C(F)(F)F